C(C)(C)(C)OC(=O)N1C[C@H](CC1)C(NC=1N=CC2=CC=C(C=C2C1)C=1C(=NOC1C)C)=O (S)-3-((6-(3,5-dimethylisoxazol-4-yl)isoquinolin-3-yl)carbamoyl)pyrrolidine-1-carboxylic acid tert-butyl ester